CN1CCC(CC1)CCN 2-(1-methylpiperidin-4-yl)ethan-1-amine